COCCOCCOS(=O)(=O)C1=CC(=CC=C1)C1=CN=C2N1C=C(C=C2)NC (2-(2-methoxyethoxy)ethyl)-3-(6-(methylamino)imidazo[1,2-a]pyridin-3-yl)benzenesulfonate